3-({3-[(2S)-2-(4-chlorophenyl)-2-hydroxyethyl]-1,2,4-oxadiazol-5-yl}methyl)-6-(hydroxymethyl)-5-methyl-1,2,3,4-tetrahydropyrimidine-2,4-dione ClC1=CC=C(C=C1)[C@H](CC1=NOC(=N1)CN1C(NC(=C(C1=O)C)CO)=O)O